(1r,5s,6r)-6-((2-(8-(ethylthio)imidazo[1,5-a]pyridin-3-yl)propan-2-yl)carbamoyl)-3-azabicyclo[3.1.0]hexane-carboxylic acid tert-butyl ester C(C)(C)(C)OC(=O)[C@@]12CNC[C@H]2[C@H]1C(NC(C)(C)C1=NC=C2N1C=CC=C2SCC)=O